4-((Tert-butyldiphenylsilyl)oxy)-3-oxobutanenitrile [Si](C1=CC=CC=C1)(C1=CC=CC=C1)(C(C)(C)C)OCC(CC#N)=O